CC1=CC=C2C(=[N+]1[O-])C=C(O2)[Si](C)(C)C 5-methyl-2-(trimethylsilyl)furo[3,2-b]pyridine 4-oxide